N-(4-(4-(tert-butyl)piperazin-1-yl)phenyl)-4-((8-methyl-2,3-dihydro-1H-pyrido[2,3-b][1,4]oxazin-7-yl)amino)-2-oxo-1,2-dihydropyridine-3-carboxamide C(C)(C)(C)N1CCN(CC1)C1=CC=C(C=C1)NC(=O)C=1C(NC=CC1NC1=C(C2=C(OCCN2)N=C1)C)=O